BrC1=C(N2C3=C(C(=C(C=C3C1=C=O)F)NC(OC(C)(C)C)=O)CCC2)CCl tert-butyl (2-bromo-3-(chloromethyl)-9-fluoro-1-carbonyl-6,7-dihydro-1H,5H-pyrido[3,2,1-ij]quinolin-8-yl)carbamate